COC1CCC(CC1)OC[C@H]1[C@H](CCC2=CC=C(C(N12)=O)C)NS(=O)(=O)C |r| N-[(3SR,4RS)-4-{[(4-methoxycyclohexyl)oxy]methyl}-7-methyl-6-oxo-1,3,4,6-tetrahydro-2H-quinolizin-3-yl]methanesulfonamide